NC1=CC=C(C2=CC=CC=C12)C1=CC(=C(C=C1)O)C 1-Amino-4-(4-hydroxy-3-methylphenyl)-naphthalene